Dimethyl-silanediyl(4-(4-(tert-butyl)phenyl)-2-methyl-1H-inden-1-yl)(4-(4-(tert-butyl)phenyl)-2-isopropyl-1H-inden-1-yl)Zirconium dichloride [Cl-].[Cl-].C[Si](=[Zr+2](C1C(=CC2=C(C=CC=C12)C1=CC=C(C=C1)C(C)(C)C)C(C)C)C1C(=CC2=C(C=CC=C12)C1=CC=C(C=C1)C(C)(C)C)C)C